7-acetoxychromanone C(C)(=O)OC1=CC=C2CCC(OC2=C1)=O